C1(O)=CC(O)=CC=C1 resorcinole